3-(6-(Chloromethyl)-5-fluoropyridazin-3-yl)piperidine-2,6-dione ClCC1=C(C=C(N=N1)C1C(NC(CC1)=O)=O)F